ON(CC1=CC=CC=C1)C(C1=CC(=CC=C1)Cl)P(C1=CC=CC=C1)(C1=CC=CC=C1)=O (((hydroxy)benzylamino)(3-chlorophenyl)methyl)diphenylphosphine oxide